1-(4-(5-(3-bromo-7,8-dihydro-6H-pyrido[3,2-b]pyrrolizin-5-yl)pyridin-3-yl)phenyl)pyrrolidin-2-one BrC1=CC=2C(=C3CCCN3C2N=C1)C=1C=C(C=NC1)C1=CC=C(C=C1)N1C(CCC1)=O